1-(4-bromophenyl)-4-cyclopropyl-imidazole BrC1=CC=C(C=C1)N1C=NC(=C1)C1CC1